α-hydroxylauric acid OC(C(=O)O)CCCCCCCCCC